(S)-7-((3-amino-5-(1-amino-1,3-dihydrospiro[inden-2,4'-piperidin]-1'-yl)pyrazine-2-yl)thio)-8-chloro-2-methylisoquinolin-1(2H)-one NC=1C(=NC=C(N1)N1CCC2(CC1)[C@@H](C1=CC=CC=C1C2)N)SC2=CC=C1C=CN(C(C1=C2Cl)=O)C